C1(CC1)C1=CC(=C(C(=O)NC2=CC(=C(C=C2)F)C(C(=O)N)N)C=C1C(F)(F)F)OC1=C(C=C(C=C1)F)C 4-Cyclopropyl-N-(3-(1,2-diamino-2-oxoethyl)-4-fluorophenyl)-2-(4-fluoro-2-methylphenoxy)-5-(Trifluoromethyl)benzamide